manganese monooxide [O-2].[Mn+2]